CN1C(=NN=C1CC1(SCCS1)C1=CC(=CC=C1)[N+](=O)[O-])S 4-methyl-5-((2-(3-nitrophenyl)-1,3-dithiolan-2-yl)methyl)-4H-1,2,4-triazole-3-thiol